3-indolebutyric acid choline OCC[N+](C)(C)C.N1C=C(C2=CC=CC=C12)CCCC(=O)O